2-chloro-6,7-dihydro-thieno[3,2-d]pyrimidine ClC=1N=CC2=C(N1)CCS2